BrC1=NC(=C(C=C1C)C)C 2-bromo-3,5,6-trimethylpyridin